N1=CCC12CCC2 azaspiro[3.3]hepten